Di-methyl-p-aminobenzoic acid CC=1C(=C(C(=O)O)C=CC1N)C